P(=O)(OC(C1=CC=C(C=C1)OC)CCOC(C=C)=O)([O-])[O-] acryloyloxyethylanisyl phosphate